C[Si](C)(C)OC(C(C)(Cl)Cl)=O trimethylsilyl-2,2-dichloropropionate